tert-butyl (2S,4R)-4-fluoro-2-(((S)-(5-isopropyl-4-methylpyridin-2-yl)(phenyl)methyl)carbamoyl)pyrrolidine-1-carboxylate F[C@@H]1C[C@H](N(C1)C(=O)OC(C)(C)C)C(N[C@@H](C1=CC=CC=C1)C1=NC=C(C(=C1)C)C(C)C)=O